COCC1=C(C=CC(=N1)C(C)O)C 1-(6-(methoxymethyl)-5-methylpyridin-2-yl)ethan-1-ol